2-(2,4,5-Trimethylcyclohex-2-en-1-yl)ethanol CC=1C(CC(C(C1)C)C)CCO